rac-N-(2,3-Dihydroxypropyl)-5-((5-[4-(trifluoromethyl)phenyl]-1,3-oxazol-2-yl)amino)picolinamide O[C@H](CNC(C1=NC=C(C=C1)NC=1OC(=CN1)C1=CC=C(C=C1)C(F)(F)F)=O)CO |r|